N-phenyl-N-((5-(5-(trifluoromethyl)-1,3,4-oxadiazol-2-yl)pyrimidin-2-yl)methyl)methanesulfonamide C1(=CC=CC=C1)N(S(=O)(=O)C)CC1=NC=C(C=N1)C=1OC(=NN1)C(F)(F)F